ClC1=CC(=C(C=C1Cl)O)C=1CNCC1 4,5-dichloro-2-(2,5-dihydro-1H-pyrrol-3-yl)phenol